(cyclopropyl)sulfane C1(CC1)S